C(C)OCOC=1C=C(C=O)C=CC1C1=NN=C(C2=CC=CC=C12)NC1CC(C1)(C)O 3-(Ethoxymethoxy)-4-(4-(((1s,3s)-3-hydroxy-3-methylcyclobutyl)amino)phthalazin-1-yl)benzaldehyde